lithium (S)-2-(1-isopropylpyrrolidin-2-yl)acetate C(C)(C)N1[C@@H](CCC1)CC(=O)[O-].[Li+]